CS(=O)CCCC/C(=N\OS(=O)(=O)[O-])/S[C@H]1[C@H](O)[C@@H](O)[C@H](O)[C@H](O1)CO l-S-[(1E)-5-(methylsulfinyl)-N-(sulfonatooxy)pentanimidoyl]-1-thio-β-D-glucopyranose